N-decyl-4-(dimethylamino)-N-[1-(oxazolidin-2-yloxy)hexadecan-7-yl]butanamide C(CCCCCCCCC)N(C(CCCN(C)C)=O)C(CCCCCCOC1OCCN1)CCCCCCCCC